tert-butyl N-[[3-(2-aminoethyl) phenyl] methyl]-N-methylcarbamate NCCC=1C=C(C=CC1)CN(C(OC(C)(C)C)=O)C